ethyl 5-carbamoyl-2-{[(4-fluorophenyl)oxy]methyl}-4-[5-({[(1R)-2,3-dihydro-1H-indenyl]amino}carbonyl)thiophen-2-yl]-6-(2-methylpropyl)-1,4-dihydropyridine-3-carboxylate C(N)(=O)C=1C(C(=C(NC1CC(C)C)COC1=CC=C(C=C1)F)C(=O)OCC)C=1SC(=CC1)C(=O)N[C@@H]1CCC2=CC=CC=C12